C1(=CC=CC=C1)S(=O)(=O)OC=1C=C(OC2=C(C=CC=C2)OC(C=COC)=O)C=CC1 2-[3-(phenyl-sulphonyloxy)phenoxy]phenyl-3-methoxyacrylate